2-(4-hydroxyphenyl)-3-phenylacrylonitrile OC1=CC=C(C=C1)C(C#N)=CC1=CC=CC=C1